2-(2-pyridinyldisulfanyl)ethanol N1=C(C=CC=C1)SSCCO